CC1=C(C=CC=C1CSC1=NC(=C(C(=N1)OC)CN1[C@@H](CCCC1)C(=O)O)OC)C1=CC=CC=C1 (S)-1-((2-(((2-methyl-[1,1'-biphenyl]-3-yl)methyl)thio)-4,6-dimethoxypyrimidin-5-yl)methyl)piperidine-2-carboxylic acid